pyridazino[4,5-b]quinoxaline-1,4-diamine C=1(N=NC(=C2C1N=C1C=CC=CC1=N2)N)N